isopropyl ((R)-2,2,2-trifluoro-1-((R or S)-3-(2-(5-fluoro-thiophen-2-yl)ethyl)-1-(2-(6-methylpyridin-3-yl)propan-2-yl)pyrrolidin-3-yl)ethyl)carbamate FC([C@@H]([C@]1(CN(CC1)C(C)(C)C=1C=NC(=CC1)C)CCC=1SC(=CC1)F)NC(OC(C)C)=O)(F)F |o1:3|